C1(CCCCC1)NC(COC1=CC=C2C=CC(=CC2=C1)C(CC(=O)OC)C1=C(C=C(C=C1C)OC)C)=O Methyl 3-(7-(2-(cyclohexylamino)-2-oxoethoxy)naphthalen-2-yl)-3-(4-methoxy-2,6-dimethylphenyl)propanoate